(4-(1-(4-methoxybenzyl)-4-((tetrahydro-2H-pyran-4-yl)amino)-1H-pyrazolo[4,3-c]pyridin-3-yl)-6-(trifluoromethyl)pyridin-3-yl)methanol COC1=CC=C(CN2N=C(C=3C(=NC=CC32)NC3CCOCC3)C3=C(C=NC(=C3)C(F)(F)F)CO)C=C1